ClC1=C(C=C(C=C1)C1=CN(C2=C1C(N(C=C2)CC(N2CCCC2)=O)=O)COCC[Si](C)(C)C)F 3-(4-chloro-3-fluorophenyl)-5-(2-oxo-2-(pyrrolidin-1-yl)ethyl)-1-((2-(trimethylsilyl)ethoxy)methyl)-1H-pyrrolo[3,2-c]pyridin-4(5H)-one